(6-carbamoylpyridin-3-yl)boronic acid C(N)(=O)C1=CC=C(C=N1)B(O)O